FC=1C=C2C=C(NC2=CC1OCC1=NC=CC=C1)CNC(=O)C1(CC1)C N-((5-fluoro-6-(pyridin-2-ylmethoxy)-1H-indol-2-yl)methyl)-1-methylcyclopropane-1-carboxamide